C1(CC=CCC1)C=O CYCLOHEX-3-ENE-1-CARBALDEHYDE